N1=CC=CC2=C1N(C1=CC=CC=C21)CC(=O)O 9H-pyrido[2,3-b]indole-9-acetic acid